2-(2-Chlorophenyl)-N-[4-(2-methyl-1,3-thiazol-4-yl)-3-sulfamoylphenyl]acetamide ClC1=C(C=CC=C1)CC(=O)NC1=CC(=C(C=C1)C=1N=C(SC1)C)S(N)(=O)=O